ClC1=C(C=C(C=C1)F)CC(=O)NC1=CC(=C(C(=C1)S(N)(=O)=O)OC1=CC(=CC=C1)Cl)F 2-(2-chloro-5-fluorophenyl)-N-[4-(3-chlorophenoxy)-3-fluoro-5-sulfamoyl-phenyl]acetamide